NC=1N=C(SC1C(C1=CC=CC=C1)=O)N([C@H](C(=O)N)C)C=1C=NN(C1)C (S)-2-[(4-Amino-5-benzoylthiazol-2-yl)-(1-methylpyrazol-4-yl)amino]propanamid